COC1=C(C=CC(=C1)OC)C(C1=CC=C(OCC(=O)N)C=C1)(N)C(=O)OCC1C2=CC=CC=C2C2=CC=CC=C12 4-(2',4'-dimethoxyphenyl-FMOC-aminomethyl)phenoxyacetamide